O[C@H]1[C@@H]([C@H]2[C@H]([C@H]([C@H]3[C@@H]4CC[C@H]([C@@H](CCCNS(=O)(=O)C)C)[C@]4(CC[C@@H]3[C@]2(CC1)C)C)O)CC)F N-(3alpha,7alpha-dihydroxy-4beta-fluoro-6alpha-ethyl-5beta-cholan-24-yl)-methylsulfonamide